NC1CCC(CC1)NCC(C1=CC=CC=C1)C=1C=C(C(=C(C1)C=1C(=CC=C(C1F)OCCOC)C(=O)N)Cl)OC 5'-(2-(((1r,4r)-4-aminocyclohexyl)amino)-1-phenylethyl)-2'-chloro-6-fluoro-3'-methoxy-5-(2-methoxyethoxy)-[1,1'-biphenyl]-2-carboxamide